9-Fluoro-8-((2-methoxybenzyl)amino)-[1,3]dioxolo[4',5':4,5]benzo[1,2-b]benzo[e]oxepin-11(6H)-one FC=1C(=CC2=C(C(C3=C(OC2)C=C2C(=C3)OCO2)=O)C1)NCC1=C(C=CC=C1)OC